N[C@@H](C)C1=NC2=CC=C(C(=C2C(N1C1=CC=CC=C1)=O)C#CC=1C=NN(C1)C)F (S)-2-(1-aminoethyl)-6-fluoro-5-((1-methyl-1H-pyrazol-4-yl)ethynyl)-3-phenylquinazolin-4(3H)-one